FC1(CCC(CC1)N1N=C(C2=C1CC([C@H]2O)(F)F)C(F)(F)F)F (4S)-1-(4,4-difluorocyclohexyl)-5,5-difluoro-3-(trifluoromethyl)-4,6-dihydro-cyclopenta[c]pyrazol-4-ol